N1N=NN=C1C=1C=C(C=CC1)NC(CCCN1C(SC(C1=O)CC1=CC=C(C=C1)CC)=O)=O N-(3-(1H-tetrazol-5-yl)phenyl)-4-(5-(4-ethylbenzyl)-2,4-dioxothiazolidin-3-yl)butanamide